2,5-dioxaspiro[3.4]octane C1OCC12OCCC2